COC1=CC=C(C=C1)C(OC[C@H]1N(C[C@@H](C1)O)C(CCCNC(OCC1C2=CC=CC=C2C=2C=CC=CC12)=O)=O)(C1=CC=CC=C1)C1=CC=C(C=C1)OC (9H-fluoren-9-yl)methyl (4-((2S,4R)-2-((bis(4-methoxyphenyl)(phenyl)methoxy)methyl)-4-hydroxypyrrolidin-1-yl)-4-oxobutyl)carbamate